N-methyl-4-methyl-piperidone hydrochloride salt Cl.CN1C(CC(CC1)C)=O